3,6-bis(5-chloro-2-fluorophenyl)-2,7-dimethoxynaphthalene ClC=1C=CC(=C(C1)C=1C(=CC2=CC(=C(C=C2C1)C1=C(C=CC(=C1)Cl)F)OC)OC)F